C(C)OC(=O)C1=NN(N=C1C1=CC=C(C=C1)C1=CC=C(C=C1)C1=NC=NN1)COCC[Si](C)(C)C 5-(4'-(1H-1,2,4-triazol-5-yl)-[1,1'-biphenyl]-4-yl)-2-((2-(trimethylsilyl)ethoxy)methyl)-2H-1,2,3-triazole-4-carboxylic acid ethyl ester